ClC=1C(=NC(=NC1)NC1=NC(=NC=C1)C)C1=CC=C2CN(C(C2=C1)=O)[C@@H](C(=O)N[C@H](C)C1=NC(=CC=C1)N(C)C)C (2R)-2-(6-{5-chloro-2-[(2-methylpyrimidin-4-yl)amino]pyrimidin-4-yl}-1-oxo-2,3-dihydro-1H-isoindol-2-yl)-N-[(1R)-1-[6-(dimethylamino)pyridin-2-yl]ethyl]propanamide